C(CCCCCCCCCCCCCCCCCCCCC)(=O)OCCCCCCCC n-octyl docosanoate